C(C)(C)(C)OC(=O)N1[C@H]2CN(C[C@@H]1CC2)C=2C1=C(N=CN2)[C@@H](C[C@H]1C)F (1R,5S)-3-((5R,7R)-7-fluoro-5-methyl-6,7-dihydro-5H-cyclopenta[d]pyrimidin-4-yl)-3,8-diazabicyclo[3.2.1]octane-8-carboxylic acid tert-butyl ester